FC1=CC(=CC=2C3=C(N(C12)C)C=CN=C3)F 6,8-difluoro-5-methyl-pyrido[4,3-b]indole